[Si](C)(C)(C(C)(C)C)[C@@]1(C[C@H](O)[C@@H](CO)O1)N1C(=O)NC(=O)C(=C1)F tert-Butyldimethylsilyl-2'-Deoxy-5-Fluorouridine